ClC=1C=C(C=NC1)CN(N1CC2=NC=C(C=C2C1=O)C=1OC(=NN1)C(F)F)C 6-{[(5-chloropyridin-3-yl)methyl](methyl)amino}-3-[5-(difluoromethyl)-1,3,4-oxadiazol-2-yl]-6,7-dihydro-5H-pyrrolo[3,4-b]pyridin-5-one